C(C)C1=NC(=CC=C1N1C[C@@H](CCC1=O)CC(=O)O)C=1N=NN(C1CN1C(C=CC(=C1)CCC)=O)C (S)-2-(1-(2-ethyl-6-(1-methyl-5-((2-oxo-5-propylpyridin-1(2H)-yl)methyl)-1H-1,2,3-triazol-4-yl)pyridin-3-yl)-6-oxopiperidin-3-yl)acetic acid